rac-tert-butyl (3aR,7aR)-octahydro-1H-pyrrolo[3,4-c]pyridine-2-carboxylate C1N(C[C@H]2CNCC[C@H]21)C(=O)OC(C)(C)C |r|